NC1=C(C(=CC(=C1)Br)C)C(C)=O 1-(2-amino-4-bromo-6-methylphenyl)ethanone